(R)-3-[2-[3-(8-amino-4-methyl-pyrido[3,4-d]pyrimidin-2-yl)phenyl]ethynyl]-3-hydroxy-1-(2,2,2-trifluoroethyl)pyrrolidin-2-one NC1=NC=CC2=C1N=C(N=C2C)C=2C=C(C=CC2)C#C[C@]2(C(N(CC2)CC(F)(F)F)=O)O